N-((R)-3-methoxy-1-oxo-1-(((R)-4-phenyl-1-(4,4,5,5-tetramethyl-1,3,2-dioxaborolan-2-yl)butyl)amino)propan-2-yl)morpholine-4-carboxamide COC[C@H](C(N[C@@H](CCCC1=CC=CC=C1)B1OC(C(O1)(C)C)(C)C)=O)NC(=O)N1CCOCC1